C(C)OC(C(C(C)NC=1C(=NC=C(C1)Br)[N+](=O)[O-])(C)O)=O 3-((5-bromo-2-nitropyridin-3-yl)amino)-2-hydroxy-2-methylbutanoic acid ethyl ester